ethyl (4S)-7,8-dichloro-6-(2,6-difluorophenyl)-4-methyl-4H-[1,2,4]triazolo[1,5-a][1,4]benzodiazepine-2-carboxylate ClC1=C(C=CC2=C1C(=N[C@H](C=1N2N=C(N1)C(=O)OCC)C)C1=C(C=CC=C1F)F)Cl